C(C=1C(C(=O)[O-])=CC=CC1)(=O)OCC(Cl)Cl dichloroethyl phthalate